N-(3-(trifluoromethoxy)phenyl)benzamide FC(OC=1C=C(C=CC1)NC(C1=CC=CC=C1)=O)(F)F